C1(CCC1)OC1=C(C=CC=C1)C1CCN(CC1)[C@H]1CC2(CN(C2)C(=O)C2COC2)CC1 (R)-(6-(4-(2-cyclobutoxyphenyl)piperidin-1-yl)-2-azaspiro[3.4]octan-2-yl)(oxetan-3-yl)methanone